C(CCCCCCCCC(=O)O)(=O)O.C(CCCCCO)O hexamethylene glycol sebacate